F[B-](F)(F)F.NCCN1CC=CC=C1 1-(2-aminoethyl)pyridine tetrafluoroborate